3,6-bis(4-(4-aminobenzoylamino)-2-trifluoromethylphenoxy)benzonorbornane NC1=CC=C(C(=O)NC2=CC(=C(OC3C4C5=C(C3CC4)C=C(C=C5)OC5=C(C=C(C=C5)NC(C5=CC=C(C=C5)N)=O)C(F)(F)F)C=C2)C(F)(F)F)C=C1